CN1C=C(C=CC1=O)C1=NC=C(C=C1)C=O 1'-methyl-6'-oxo-1',6'-dihydro-[2,3'-bipyridine]-5-carbaldehyde